N-(((9H-fluoren-9-yl)methoxy)carbonyl)-O-(tert-butyl)-D-serine C1=CC=CC=2C3=CC=CC=C3C(C12)COC(=O)N[C@H](COC(C)(C)C)C(=O)O